4,5-dihydro-1H-spiro[imidazo[1,2-a]quinazoline-2,3'-oxetane] O1CC2(C1)N=C1N(C3=CC=CC=C3CN1)C2